4-fluoro-1-(4-(4-(methoxymethyl)phenyl)pyrimidin-2-yl)-N-(4-methyl-1-azabicyclo[3.2.2]non-4-yl)piperidine-4-carboxamide FC1(CCN(CC1)C1=NC=CC(=N1)C1=CC=C(C=C1)COC)C(=O)NC1(CCN2CCC1CC2)C